N[C@@]1(CN(CC1)C1=C(C(=NC=C1C(=O)NC1CCCC1)C#N)C1=CC(=NC=C1)C(F)(F)F)C 4-[(3S)-3-amino-3-methylpyrrolidin-1-yl]-2-cyano-N-cyclopentyl-2'-(trifluoromethyl)-[3,4'-bipyridine]-5-carboxamide